5-chloro-2-((R)-1-((1s,4s)-4-(6-fluoroquinolin-4-yl)cyclohexyl)ethyl)-1,2-dihydro-3H-pyrazolo[3,4-b]pyridin-3-one hydrochloride Cl.ClC=1C=C2C(=NC1)NN(C2=O)[C@H](C)C2CCC(CC2)C2=CC=NC1=CC=C(C=C21)F